ClC1=C(C=C(C=C1)F)[C@H]([C@H](C)C=1N(C(C(=C(N1)C(=O)NC=1C=NOC1)O)=O)C)C=1C=NN(C1)C 2-((1R,2S)-1-(2-chloro-5-fluorophenyl)-1-(1-methyl-1H-pyrazol-4-yl)propan-2-yl)-5-hydroxy-N-(isoxazol-4-yl)-1-methyl-6-oxo-1,6-dihydropyrimidine-4-carboxamide